FC=1C=C(C=C(C1)C)C=1C(=C(N=NC1)C=1NC2=CC(=CC=C2C1)OC)N1CCC(CC1)N 1-[5-(3-fluoro-5-methylphenyl)-3-(6-methoxy-1H-indol-2-yl)pyridazin-4-yl]piperidin-4-amine